CS(=O)(=O)C=1N([C@H]2[C@H](O)[C@H](O)[C@@H](CO)O2)C=2N=C(NC(C2N1)=O)N 8-Methylsulfonylguanosine